(1s,3R,4S)-3,4-difluorocyclopentane-1-carboxylic acid F[C@@H]1CC(C[C@@H]1F)C(=O)O